NC1=NC(=CC(=N1)C=1N=NN(C1)CC1=CC=CC(=N1)C(CCC(=O)O)(C)C)C1=C(C(=CC=C1)C#N)F 4-[6-({4-[2-amino-6-(3-cyano-2-fluorophenyl)-4-pyrimidinyl]-1H-1,2,3-triazol-1-yl}methyl)-2-pyridinyl]-4-methylpentanoic acid